(2R,3S)-3-((5-fluoro-2-(2-methoxy-7-methylquinoxalin-5-yl)benzo[d]thiazol-6-yl)oxy)butan-2-yl (2-(2-hydroxyethyl)pyridin-4-yl)carbamate OCCC1=NC=CC(=C1)NC(O[C@H](C)[C@H](C)OC1=CC2=C(N=C(S2)C2=C3N=CC(=NC3=CC(=C2)C)OC)C=C1F)=O